(S)-4-ethoxy-6-(1-(5-(6-fluoro-2-methylpyridin-3-yl)-7-(2-((2-fluoroethyl)(methyl)amino)ethyl)-1-oxo-3,4-dihydroisoquinolin-2(1H)-yl)ethyl)nicotinonitrile C(C)OC1=CC(=NC=C1C#N)[C@H](C)N1C(C2=CC(=CC(=C2CC1)C=1C(=NC(=CC1)F)C)CCN(C)CCF)=O